1-(6-amino-7-methoxy-3,4-dihydroisoquinolin-2(1H)-yl)-2,2,2-trifluoroethan-1-one NC=1C=C2CCN(CC2=CC1OC)C(C(F)(F)F)=O